2-Methyl-3-(4,4,5,5-tetramethyl-[1,3,2]dioxaborolan-2-yl)-pyridine CC1=NC=CC=C1B1OC(C(O1)(C)C)(C)C